O1CNC(C1)OC=1C=CC(=NC1)C(=O)O 5-(oxazolidin-4-yloxy)pyridine-2-carboxylic acid